2-(3,5-bistrifluoromethylphenoxy)-6,7-dihydropyrrolo[1,2-a]thiazolo[5,4-d]pyrimidin-9(5H)-one FC(C=1C=C(OC=2SC=3N=C4N(C(C3N2)=O)CCC4)C=C(C1)C(F)(F)F)(F)F